2-methylene-1,3-butanediol C=C(CO)C(C)O